(S)-2-((R)-3-methylmorpholino)-6-(trifluoromethyl)-6,7-dihydropyrazolo[1,5-a]pyrazin-4(5H)-one C[C@@H]1COCCN1C1=NN2C(C(N[C@@H](C2)C(F)(F)F)=O)=C1